FC(CN1N=CC=2C1=NC(=CN2)N2CCC1(CCN(C(C1)=O)C1=NC=C(C=C1)C(F)(F)F)CC2)F 9-[1-(2,2-difluoroethyl)-1H-pyrazolo[3,4-b]pyrazin-6-yl]-3-[5-(trifluoromethyl)pyridin-2-yl]-3,9-diazaspiro[5.5]undecan-2-one